CC1=CC(=C(S1)C(C(=O)O)=O)C1=CC=CC=C1 2-(5-methyl-3-phenylthiophen-2-yl)-2-oxoacetic acid